{4-[1-cyclopropyl-4-(trifluoromethyl)imidazol-2-yl]-3-methoxyphenyl-methyl}-2-(4-cyclopropyl-6-methoxypyrimidin-5-yl)pyrido[2,3-d]pyrimidin-7-one C1(CC1)N1C(=NC(=C1)C(F)(F)F)C1=C(C=C(C=C1)CC=1C=2C(N=C(N1)C=1C(=NC=NC1OC)C1CC1)=NC(CC2)=O)OC